1-hydroxy-3-(4-(2-(4-methoxyphenyl)propan-2-yl)thiazol-2-yl)urea ONC(=O)NC=1SC=C(N1)C(C)(C)C1=CC=C(C=C1)OC